4-[5-(3-Chlorophenyl)-1,3,4-oxadiazol-2-yl]piperidine tert-butyl-(2S,6R)-4-(6-bromo-4-fluoropyridin-2-yl)-2,6-dimethylpiperazine-1-carboxylate C(C)(C)(C)OC(=O)N1[C@H](CN(C[C@H]1C)C1=NC(=CC(=C1)F)Br)C.ClC=1C=C(C=CC1)C1=NN=C(O1)C1CCNCC1